ClC1=C(C=C(C=C1)F)C1=CC=C2C(N(CN(C2=C1)S(=O)(=O)C1=CC(=CC=C1)C(F)(F)F)CC(C(=O)O)(C)C)=O 3-(7-(2-chloro-5-fluorophenyl)-4-oxo-1-((3-(trifluoromethyl)phenyl)sulfonyl)-1,2-dihydroquinazolin-3(4H)-yl)-2,2-dimethylpropionic acid